Tert-butyl ((4-((2-(2-((6-chlorohexyl)oxy)ethoxy)ethyl)carbamoyl)cyclohexyl)methyl)carbamate ClCCCCCCOCCOCCNC(=O)C1CCC(CC1)CNC(OC(C)(C)C)=O